N-(5-bromo-2-pyridyl)-N-tert-butoxycarbonyl-carbamic acid tert-butyl ester C(C)(C)(C)OC(N(C(=O)OC(C)(C)C)C1=NC=C(C=C1)Br)=O